tert-butyl 2-(2-((5-(3-(aminomethyl)phenyl)benzo[1,2-b:6,5-b']difuran-3-yl)methoxy)phenyl)acetate NCC=1C=C(C=CC1)C1=CC2=C(OC=C2COC2=C(C=CC=C2)CC(=O)OC(C)(C)C)C=2OC=CC21